1-(3'-Chloro-[1,1'-biphenyl]-4-yl)-5-fluoro-1H-indazol-6-ol ClC=1C=C(C=CC1)C1=CC=C(C=C1)N1N=CC2=CC(=C(C=C12)O)F